(2,3-Dihydrobenzo[b][1,4]dioxin-2-yl-5,6,7,8-d4)-4,5-dihydro-1H-imidazole O1C2=C(OCC1N1C=NCC1)C(=C(C(=C2[2H])[2H])[2H])[2H]